C(=O)O.ClC1=C(C(=CC=C1)Cl)N1CC(C1)C1=CC(=C(CN2C(CC(CC2)C(=O)O)(C)C)C(=C1)C)C 1-(4-(1-(2,6-dichlorophenyl)azetidin-3-yl)-2,6-dimethylbenzyl)-2,2-dimethylpiperidine-4-carboxylic acid, formic acid salt